azidobenzyl alcohol N(=[N+]=[N-])C(C1=CC=CC=C1)O